COC([C@H](CCN(CCCCC1=NC=2NCCCC2C=C1)CCCF)NC(=O)OCC1=CC=CC=C1)=O (S)-Methyl-2-(((benzyloxy)carbonyl)amino)-4-((3-fluoropropyl)(4-(5,6,7,8-tetrahydro-1,8-naphthyridin-2-yl)butyl)amino)butanoat